O1C(CCCC1)OCC12COC(CC1)(CC2)C2=NNC(=C2)CO (3-(4-(((Tetrahydro-2H-pyran-2-yl)oxy)methyl)-2-oxabicyclo[2.2.2]octan-1-yl)-1H-pyrazol-5-yl)methanol